2-(5-chloro-2-(cyclopropanesulfonamido)thiazol-4-yl)-N-(4-(6-ethoxypyrazin-2-yl)phenyl)-2-methylpropanamide ClC1=C(N=C(S1)NS(=O)(=O)C1CC1)C(C(=O)NC1=CC=C(C=C1)C1=NC(=CN=C1)OCC)(C)C